C[C@@H]1O[C@@H](CN(C1)CC1=CC=C(/C=C/C2=NNC3=CC(=CC=C23)\C=C/2\C(NCC2C2=CC=CC=C2)=O)C=C1)C (E)-3-((3-((E)-4-(((2S,6R)-2,6-dimethylmorpholino)methyl)styryl)-1H-indazole-6-yl)methylene)-4-phenylpyrrolidone